potassium 3,3,4,4,5,5,6,6,7,7,8,8,8-tridecafluoro-1-octanesulphonate FC(CCS(=O)(=O)[O-])(C(C(C(C(C(F)(F)F)(F)F)(F)F)(F)F)(F)F)F.[K+]